(R,S)-1-(3-(2-(1H-pyrrolo[2,3-b]pyridin-3-yl)thiazol-4-yl)phenyl)-1-(pyridin-2-yl)ethanol N1C=C(C=2C1=NC=CC2)C=2SC=C(N2)C=2C=C(C=CC2)[C@@](C)(O)C2=NC=CC=C2